2-(7,7-dimethyl-4-{[(3R)-piperidin-3-yl]amino}-6,7-dihydro-5H-cyclopenta[d]pyridazin-1-yl)-5-(trifluoromethyl)phenol CC1(CCC2=C1C(=NN=C2N[C@H]2CNCCC2)C2=C(C=C(C=C2)C(F)(F)F)O)C